(S)-1-(9-fluoro-1,2,4a,5-tetrahydro-4H-[1,4]oxazino[4',3':4,5][1,4]oxazino[2,3-b]quinolin-11-yl)ethan-1-one FC=1C=C(C=2C=C3C(=NC2C1)OC[C@H]1N3CCOC1)C(C)=O